2-(naphthalene-2-ylmethyl)-8-(pyridine-2-ylmethyl)hexahydro-2H-pyrido[1,2-a]pyrazine-6,9-dione C1=C(C=CC2=CC=CC=C12)CN1CC2N(CC1)C(CC(C2=O)CC2=NC=CC=C2)=O